tert-Butyl 3-methyl-5-[2-(p-tolylsulfonyloxy)ethoxy]piperidine-1-carboxylate CC1CN(CC(C1)OCCOS(=O)(=O)C1=CC=C(C=C1)C)C(=O)OC(C)(C)C